CNC=1C(=NC=CC1)NC1=NC(=NS1)C1=NC=C(C=C1)OC1CCN(CC1)C N3-methyl-N2-(3-(5-(1-methylpiperidin-4-yloxy)pyridin-2-yl)-1,2,4-thiadiazol-5-yl)pyridine-2,3-diamine